CN1C[C@H](C=CC1)O (S)-1-Methyl-1,2,3,6-tetrahydropyridin-3-ol